methyl (E)-2-{2-[3-(phenylsulfonyloxy)phenoxy]phenyl}-3-methoxyacrylate C1(=CC=CC=C1)S(=O)(=O)OC=1C=C(OC2=C(C=CC=C2)/C(/C(=O)OC)=C\OC)C=CC1